COC(CCN(CC(=O)OC)C(=O)OC(C)(C)C)=O 3-(tert-butoxycarbonyl-methoxycarbonylmethyl-amino)-propionic acid methyl ester